1-methyl-N-(5-{1-[4-(trifluoromethyl)phenyl]-1H-pyrazol-4-yl}-1H-indol-3-yl)-1H-pyrazole-4-carboxamide CN1N=CC(=C1)C(=O)NC1=CNC2=CC=C(C=C12)C=1C=NN(C1)C1=CC=C(C=C1)C(F)(F)F